[Na+].[Na+].NCCN1CC(C1)OC1=C(C=2O[B-]([C@@H]3C[C@@H]3C2C=C1)(O)O)C(=O)O.NCCN1CC(C1)OC1=C(C=2O[B-]([C@@H]3C[C@@H]3C2C=C1)(O)O)C(=O)O (2S,4R)-9-[1-(2-aminoethyl)azetidin-3-yl]oxy-5,5-dihydroxy-6-oxa-5-boranuidatricyclo[5.4.0.02,4]undeca-1(7),8,10-triene-8-carboxylic acid disodium salt